CNC(=O)C1=CSC=2C1=NC(=CC2C(F)(F)F)O[C@H]2C[C@@H](NCC2)C n-methyl-5-((trans-2-methylpiperidin-4-yl)oxy)-7-(trifluoromethyl)thieno[3,2-b]pyridine-3-carboxamide